CC(C)(C)C(C)(C)C 2,3,3-tetramethylbutane